CS(=O)(=O)O.[Ag] Silver methanesulfonic acid